1,2-didecanoyl-sn-glycero-3-phosphoserine C(CCCCCCCCC)(=O)OC[C@@H](OC(CCCCCCCCC)=O)COP(=O)(O)OC[C@H](N)C(=O)O